CN1C=CC=2C1=NC=C(C2)[N+](=O)[O-] methyl-5-nitro-1H-pyrrolo[2,3-b]pyridine